(5β,6β,7α)-6-ethyl-7-hydroxy-3-oxo-cholane-24-oic acid ethyl ester C(C)OC(CC[C@@H](C)[C@H]1CC[C@H]2[C@@H]3[C@@H]([C@H]([C@@H]4CC(CC[C@]4(C)[C@H]3CC[C@]12C)=O)CC)O)=O